2-(benzyloxy)-4-bromo-3-fluoro-N-(pyrrolidin-1-ylsulfonyl)benzamide C(C1=CC=CC=C1)OC1=C(C(=O)NS(=O)(=O)N2CCCC2)C=CC(=C1F)Br